6-(3-chloro-4-(cyclopropylmethoxy)phenyl)pyridazine-4-carboxylic acid ClC=1C=C(C=CC1OCC1CC1)C1=CC(=CN=N1)C(=O)O